2'-Amino-1-{6-[(3R)-3-hydroxy-3-methylpiperidin-1-yl]-2-[2-(1-methyl-1H-imidazol-2-yl)ethoxy]pyrimidin-4-yl}-6',7'-dihydro-5'H-spiro[azetidine-3,4'-[1]benzothiophene]-3'-carbonitrile NC=1SC2=C(C1C#N)C1(CCC2)CN(C1)C1=NC(=NC(=C1)N1C[C@](CCC1)(C)O)OCCC=1N(C=CN1)C